C(C)[C@@H]1CN(CCN1C(C)C)C(=O)C=1C=C(CN2C(NC(C3=CC=CC=C23)=O)=O)C=CC1F (R)-1-(3-(3-ethyl-4-isopropylpiperazine-1-carbonyl)-4-fluorobenzyl)quinazoline-2,4(1H,3H)-dione